N-(5-(6-((S)-3-Methoxytetrahydrofuran-3-yl)-4-methylpyridin-2-yl)-7-(tetrahydrofuran-3-yl)pyrrolo[1,2-c]pyrimidin-3-yl)acetamide CO[C@]1(COCC1)C1=CC(=CC(=N1)C=1C=C(N2C=NC(=CC21)NC(C)=O)C2COCC2)C